FC1=CC=C(C=2CCC12)O 5-fluorobicyclo[4.2.0]octa-1(6),2,4-trien-2-ol